COC1=C(C(=O)O)C=CC=C1C 2-methoxy-3-methyl-benzoic acid